COCC(C(=O)OCC)=C ethyl 2-(methoxymethyl)prop-2-enoate